(S)-5-((4-((2-hydroxy-1-phenylethyl)amino)-5-(3-(2-hydroxypropan-2-yl)-1,2,4-oxadiazol-5-yl)pyrimidin-2-yl)amino)-3,3-dimethylbenzo[c][1,2]oxaborol-1(3H)-ol OC[C@H](C1=CC=CC=C1)NC1=NC(=NC=C1C1=NC(=NO1)C(C)(C)O)NC1=CC2=C(B(OC2(C)C)O)C=C1